FC1=C(C=CC=C1)C1(CC1)C=O 1-(2-fluorophenyl)cyclopropane-1-formaldehyde